2-(6-{5-chloro-2-[(oxacyclohex-4-yl)amino]pyrimidin-4-yl}-1-oxo-2,3-dihydro-1H-isoindol-2-yl)-N-(1-methylcyclopropyl)acetamide ClC=1C(=NC(=NC1)NC1CCOCC1)C1=CC=C2CN(C(C2=C1)=O)CC(=O)NC1(CC1)C